Benzyl ((((1S,4R)-4-(2-amino-6-methoxy-9H-purin-9-yl)cyclopent-2-en-1-yl)methoxy)(phenoxy)phosphoryl)-L-alaninate NC1=NC(=C2N=CN(C2=N1)[C@H]1C=C[C@H](C1)COP(=O)(OC1=CC=CC=C1)N[C@@H](C)C(=O)OCC1=CC=CC=C1)OC